C(C)(C)(C)C1=CC2=C(OP(OC3=C2C=C(C=C3C(C)(C)C)C(C)(C)C)OCCN(CCOP3OC2=C(C4=C(O3)C(=CC(=C4)C(C)(C)C)C(C)(C)C)C=C(C=C2C(C)(C)C)C(C)(C)C)CCOP2OC4=C(C3=C(O2)C(=CC(=C3)C(C)(C)C)C(C)(C)C)C=C(C=C4C(C)(C)C)C(C)(C)C)C(=C1)C(C)(C)C 2-[{2,4,8,10-tetra-tert-butyldibenzo[d,f][1,3,2]-dioxaphosphepin-6-yl}oxy]-N,N-bis[2-[{2,4,8,10-tetra-tert-butyl-dibenzo[d,f][1,3,2]-dioxaphosphepin-6-yl}oxy]ethyl]-ethylamine